tert-butyl 4-[[(tert-butoxycarbonyl)amino]amino]-3,3-difluoropiperidine-1-carboxylate C(C)(C)(C)OC(=O)NNC1C(CN(CC1)C(=O)OC(C)(C)C)(F)F